Cl.Cl.FC=1C=C(OC2CCN(CC2)C(=O)C2=CC(=C(C=C2)O[C@@H]2CNCC2)C2=CC3=CC=CC=C3C=C2)C=C(C1)N1CCNCC1 (S)-(4-(3-fluoro-5-(piperazin-1-yl)phenoxy)piperidin-1-yl)(3-(naphthalen-2-yl)-4-(pyrrolidin-3-yloxy)phenyl)methanone dihydrochloride